N4-phenyl-2-(trifluoromethyl)pyrimidine-4,5-diamine C1(=CC=CC=C1)NC1=NC(=NC=C1N)C(F)(F)F